CC1=C2C(=C(N(C2=CC=C1Cl)CC1CCOCC1)C=O)C(=O)OC(CN1N=C(C=C1CO)[N+](=O)[O-])C 1-(5-(hydroxymethyl)-3-nitro-1H-pyrazol-1-yl)propan-2-ol methyl-5-chloro-2-formyl-1-((tetrahydro-2H-pyran-4-yl)methyl)-1H-indole-3-carboxylate